N-Cbz-D-proline C(=O)(OCC1=CC=CC=C1)N1[C@H](CCC1)C(=O)O